((4bR,5R,6R,7S,7aR)-5-(aminomethyl)-4b-hydroxy-6-(hydroxymethyl)-4-methoxy-7-phenyl-4b,5,6,7-tetrahydro-7aH-cyclopenta[4,5]furo[2,3-c]pyridin-7a-yl)benzonitrile NC[C@H]1[C@@H]([C@H]([C@]2([C@@]1(C1=C(C=NC=C1OC)O2)O)C2=C(C#N)C=CC=C2)C2=CC=CC=C2)CO